C(CCC(=O)N(C)C)(=O)OC1CC(CCC1C(C)C)C menthyl N,N-dimethyl succinamate